S-3,3-difluoroallylhomocysteine FC(=CCSCC[C@H](N)C(=O)O)F